N-benzyl-3-(2-methyl-1-oxoisoquinolin-4-yl)benzenesulfonamide C(C1=CC=CC=C1)NS(=O)(=O)C1=CC(=CC=C1)C1=CN(C(C2=CC=CC=C12)=O)C